1-{1-[3,5-bis(trifluoromethyl)phenyl]cyclopropyl}3-[(3R*,4R*)-3-(3,5-dichlorophenyl)piperidin-4-yl]-1,3-dimethylurea monohydrochloride Cl.FC(C=1C=C(C=C(C1)C(F)(F)F)C1(CC1)N(C(=O)N(C)[C@H]1[C@@H](CNCC1)C1=CC(=CC(=C1)Cl)Cl)C)(F)F |o1:21,22|